[Ir+3].FC1=C(C=CC(=C1)F)C1=NC=CC=C1.FC1=C(C=CC(=C1)F)C1=NC=CC=C1.FC1=C(C=CC(=C1)F)C1=NC=CC=C1 Tris[2-(2,4-difluorophenyl)pyridine] iridium(III)